C(C)N([C@@H](CS)C(=O)[O-])C(C)=CC(C1C(C=CCC1(C)C)C)=O Ethyl-(4-oxo-4-(2,6,6-trimethylcyclohex-3-en-1-yl)but-2-en-2-yl)cysteinate